isopropyltin triacrylate C(C=C)(=O)[O-].C(C=C)(=O)[O-].C(C=C)(=O)[O-].C(C)(C)[Sn+3]